4-(4-ethynylbenzyl)morpholine C(#C)C1=CC=C(CN2CCOCC2)C=C1